3-[[4-[2-(tert-Butoxycarbonylamino)-4,4,4-trifluoro-butoxy]-6-(2,6-dimethylphenyl)pyrimidin-2-yl]sulfamoyl]benzoic acid C(C)(C)(C)OC(=O)NC(COC1=NC(=NC(=C1)C1=C(C=CC=C1C)C)NS(=O)(=O)C=1C=C(C(=O)O)C=CC1)CC(F)(F)F